2-Hydroxy-cyclopentanecarboxylic acid [(S)-3-[5-(4,6-dimethyl-pyrimidine-5-carbonyl)-hexahydro-pyrrolo[3,4-c]pyrrol-2-yl]-1-(3-fluoro-phenyl)-propyl]-amide CC1=NC=NC(=C1C(=O)N1CC2C(C1)CN(C2)CC[C@@H](C2=CC(=CC=C2)F)NC(=O)C2C(CCC2)O)C